O=C1NC(CCC1N1C(C2=CC=CC(=C2C1=O)CCCN1CCN(CC1)CC(=O)O)=O)=O 2-(4-(3-(2-(2,6-dioxopiperidin-3-yl)-1,3-dioxoisoindolin-4-yl)propyl)piperazin-1-yl)acetic acid